CC1=CC=C2C(=CNC2=C1)C1=NC(=NC=C1)N 4-(6-methyl-1H-indol-3-yl)pyrimidin-2-amine